FC(C(=O)O)(F)F.FC(C(=O)O)(F)F.CC(C)N[C@@H]1CN(CC1)C=1N=NC(=CN1)C1=C(C=C(C=C1)C=1C=NNC1)O 2-(3-{(3S)-3-[(propan-2-yl)amino]pyrrolidin-1-yl}-1,2,4-triazin-6-yl)-5-(1H-pyrazol-4-yl)phenol bistrifluoroacetate